(R)-6-(2-methoxy-4-(trifluoromethyl)phenyl)-N5,N5-dimethyl-N3-(1-methylpiperidin-3-yl)-1,2,4-triazine-3,5-diamine COC1=C(C=CC(=C1)C(F)(F)F)C1=C(N=C(N=N1)N[C@H]1CN(CCC1)C)N(C)C